(R)-isopropyl 3-(9-((1s,4S)-4-carbamoylcyclohexyl)-8-(2,4,6-trifluorophenylamino)-9H-purin-2-ylamino)piperidine-1-carboxylate C(N)(=O)C1CCC(CC1)N1C2=NC(=NC=C2N=C1NC1=C(C=C(C=C1F)F)F)N[C@H]1CN(CCC1)C(=O)OC(C)C